ClC1=NC=CC2=C1C(CC[C@]21N(C(OC1)=O)C1=NC=C(C=C1F)C(F)(F)F)=O (S)-1-chloro-3'-(3-fluoro-5-(trifluoromethyl)pyridin-2-yl)-6,7-dihydro-8H-spiro[isoquinoline-5,4'-oxazolidine]-2',8-dione